1-(2H3)Methyl-3-[2-(2H-1,2,3-triazol-2-yl)propan-2-yl]-1H-pyrazol-5-amine C(N1N=C(C=C1N)C(C)(C)N1N=CC=N1)([2H])([2H])[2H]